P(OC1=C(C=CC=C1)OP([O-])=O)([O-])=O phenylene bisphosphonate